1,2-bis(3,5-di-tert-butyl-2-hydroxyphenyl)ethanedione C(C)(C)(C)C=1C(=C(C=C(C1)C(C)(C)C)C(C(=O)C1=C(C(=CC(=C1)C(C)(C)C)C(C)(C)C)O)=O)O